{5-[N-(8-aminooctyl)1-(isoquinolin-4-yl)piperidine-3-amido]-2-oxopyridin-1-yl}acetic acid NCCCCCCCCN(C(=O)C1CN(CCC1)C1=CN=CC2=CC=CC=C12)C=1C=CC(N(C1)CC(=O)O)=O